FC(C=1C2=C(NN1)COCC2)(F)F 3-(trifluoromethyl)-1,4,5,7-tetrahydropyrano[3,4-c]pyrazole